CC=1N=C(SC1C=1N=C(SC1)NC1=CC=C(C=C1)[N+](=O)[O-])N 4-methyl-5-[2-(4-nitroanilino)thiazol-4-yl]thiazol-2-amine